C(C1=CC=CC=C1)OC(=O)NC1CCC(CC1)N1CCN(CC1)C(=O)OC(C)(C)C tert-butyl 4-(4-(((benzyloxy)carbonyl)amino)cyclohexyl)piperazine-1-carboxylate